FC=1C(=C(C=CC1F)C(=O)N1CC(C1)[C@H]1NCCCC1)NC1=C(C=C(C=C1)I)F 1-({3,4-difluoro-2-[(2-fluoro-4-iodophenyl)amino]phenyl}carbonyl)-3-[(2S)-piperidin-2-yl]azetidin